N-(6-(benzo[d][1,3]dioxol-5-yl)-1-(4-fluorophenyl)-1H-pyrazolo[3,4-d]pyrimidin-4-yl)-5-nitrothiophene-2-carboxamide O1COC2=C1C=CC(=C2)C2=NC(=C1C(=N2)N(N=C1)C1=CC=C(C=C1)F)NC(=O)C=1SC(=CC1)[N+](=O)[O-]